2-oxo-5-(4-((4-((5-(trifluoromethyl)pyridin-2-yl)amino)piperidin-1-yl)sulfonyl)phenyl)indoline-7-carboxylic acid methyl ester COC(=O)C=1C=C(C=C2CC(NC12)=O)C1=CC=C(C=C1)S(=O)(=O)N1CCC(CC1)NC1=NC=C(C=C1)C(F)(F)F